CC=1OC(=C(N1)C1=CC(=C(C=C1)NC=1N=CC2=C(N1)C(=NC(=C2)C)NC2CCOCC2)OC)C N2-(4-(2,5-dimethyloxazol-4-yl)-2-methoxyphenyl)-6-methyl-N8-(tetrahydro-2H-pyran-4-yl)pyrido[3,4-d]pyrimidine-2,8-diamine